CSC=1C=CC(=C(C1)CCNC1CCN(CC1)C(=O)OC(C)(C)C)[N+](=O)[O-] tert-butyl 4-[2-(5-methylsulfanyl-2-nitro-phenyl)-ethylamino]-piperidine-1-carboxylate